FC=1C=CC=C2C=C(NC(C12)=O)CCC(=O)N1CCN(CC1)C=1C=CC(=NC1)C#N 5-(4-(3-(8-fluoro-1-oxo-1,2-dihydroisoquinolin-3-yl)propanoyl)piperazin-1-yl)pyridinecarbonitrile